FC(OCCCO)F 3-(difluoromethoxy)propan-1-ol